IC=1C=NC=CC1NC(C)=O N-(3-iodopyridin-4-yl)acetamide